Cl.NC[C@@H](C)OC=1C=C(C=C(C1)F)NC=1C(=NC(=C(N1)N(C)C)CC)C(=O)N (R)-3-((3-((1-aminopropan-2-yl)oxy)-5-fluorophenyl)amino)-5-(dimethylamino)-6-ethylpyrazine-2-carboxamide hydrochloride